6,7-dihydro-5H-pyrrolo[3,4-d]pyrimidine HCl Cl.N1=CN=CC2=C1CNC2